(tert-butyl)-N-(3-fluoro-4-(6-(1-methyl-1H-pyrazol-4-yl)pyrazolo[1,5-a]pyrazin-4-yl)benzyl)-1,2,4-oxadiazole-5-carboxamide C(C)(C)(C)C1=NOC(=N1)C(=O)NCC1=CC(=C(C=C1)C=1C=2N(C=C(N1)C=1C=NN(C1)C)N=CC2)F